C(=C)[Si](O)(OC)OC vinyl-dimethoxyhydroxysilane